N-(3-cyclohexylisothiazol-yl)pivalamide C1(CCCCC1)C1=NSC=C1NC(C(C)(C)C)=O